C1=CC=C2C=CC=3C=C4C(=C5C=CC1=C2C53)C=CC=C4 Anti-Benzo(a)pyrene